(1-(4-Benzylpiperazin-1-yl)-3-hydroxy-1-oxopropan-2-yl)carboxylic acid tert-butyl ester C(C)(C)(C)OC(=O)C(C(=O)N1CCN(CC1)CC1=CC=CC=C1)CO